[Ca].[Mo] molybdenum, calcium salt